2-(1-isopropyl-benzotriazol-5-yl)-5-(o-tolyl)thiazole C(C)(C)N1N=NC2=C1C=CC(=C2)C=2SC(=CN2)C2=C(C=CC=C2)C